C1#CCCCCCC1 cyclooctyn